N1(C=CC=C1)C1=C(C(=O)OC)C=CC=C1N1CC(C1)OC1=CC=C(C=C1)NC(=S)NC1=CC=C(C=C1)C(F)(F)F Methyl 2-(1H-pyrrol-1-yl)-3-(3-(4-(3-(4-(trifluoromethyl)phenyl)thioureido)phenoxy)azetidin-1-yl)benzoate